CN(CCOC1=CC=2N(C=C1)C(=CN2)C=2C=C1CCN(C(C1=C(C2)OCC)=O)CC(F)(F)F)C 6-[7-[2-(dimethylamino)ethoxy]imidazo[1,2-a]pyridin-3-yl]-8-ethoxy-2-(2,2,2-trifluoroethyl)-3,4-dihydroisoquinolin-1-one